Ethylene glycol bis(2-mercaptopropionate) SC(C(=O)OCCOC(C(C)S)=O)C